C(C=C)(=O)NCC(CP(O)(O)=O)O acrylamido-2-hydroxypropylphosphonic acid